2,2,2-trichloroethyl N-[5-tert-butyl-2-[3-(morpholinomethyl)phenyl]pyrazol-3-yl]-N-(2,2,2-trichloroethoxycarbonyl)carbamate C(C)(C)(C)C=1C=C(N(N1)C1=CC(=CC=C1)CN1CCOCC1)N(C(OCC(Cl)(Cl)Cl)=O)C(=O)OCC(Cl)(Cl)Cl